FC(C=1C(=C(N2N=C(N=CC21)NC2C(COCC2)O)C(C)C(C)(C)F)C#N)F 5-(difluoromethyl)-7-(3-fluoro-3-methylbutan-2-yl)-2-((3-hydroxytetrahydro-2H-pyran-4-yl)amino)pyrrolo[2,1-f][1,2,4]triazine-6-carbonitrile